CN1C(C2=C3C(=NC(=C2C1=O)C)C=1C=CC=CC1OC3)=O 2,11-dimethylchromeno[4,3-b]pyrrolo[3,4-d]pyridine-1,3(2H,4H)-dione